(10,13-Dimethyl-17-oxo-1,2,3,4,7,8,9,11,12,14,15,16-dodecahydrocyclopenta[a]phenanthren-3-yl)acetate CC12C3CCC4(C(CCC4C3CC=C2CC(CC1)CC(=O)[O-])=O)C